3-methyl-2-(6-(pyridin-3-ylamino)pyridazin-3-yl)-5-(trifluoromethyl)phenol CC=1C(=C(C=C(C1)C(F)(F)F)O)C=1N=NC(=CC1)NC=1C=NC=CC1